C(C)OC(C(=O)NC1=C(C=CC=C1)F)=O ((2-fluorophenyl)amino)-2-oxoacetic acid ethyl ester